CC1=C(O1)C dimethylepoxyethylene